C(C(C)C)OC([C@H](F)Br)=O (2R)-2-bromo-2-fluoro-acetic acid isobutyl ester